CC1=CC(=NN1)NC=1N=C(N2C1C=NC=C2)NC2CC1CCC(C2)N1CCC#N 3-((3-exo)-3-((1-((5-methyl-1H-pyrazol-3-yl)amino)imidazo[1,5-a]pyrazin-3-yl)amino)-8-azabicyclo[3.2.1]oct-8-yl)propionitrile